4-amino-3-bromo-1-(methyl-d3)-1H-pyrrolo[3,2-c]pyridine-7-carbonitrile NC1=NC=C(C2=C1C(=CN2C([2H])([2H])[2H])Br)C#N